C[Si](CCOCNS(=O)(=O)C1=CN=CN1)(C)C N-((2-(trimethylsilyl)ethoxy)methyl)-1H-imidazole-5-sulfonamide